2-Ethyl-1,5-dimethyl-6,8-dioxabicyclo(3.2.1)-octane C(C)C1C2(COC(CC1)(O2)C)C